ClC(CCC#N)(Cl)Cl trichlorobutyronitrile